COC=1C(=C(C(=C(C1)F)F)B(C1=C(C(=CC(=C1F)F)OC)F)C1=C(C(=CC(=C1F)F)OC)F)F Tris(3-methoxy-2,5,6-trifluorophenyl)boron